C(C)(=O)N1CC2(CN(C2)CO)C1 (6-acetyl-2,6-diazaspiro[3.3]heptane-2-yl)methanol